((2R,3S,4R,5R)-3,4-dihydroxy-5-(3-((phenylthio) carbonyl) pyridin-1-ium-1-yl) tetrahydrofuran-2-yl) methylphosphonate CP(O[C@H]1O[C@H]([C@@H]([C@@H]1O)O)[N+]1=CC(=CC=C1)C(=O)SC1=CC=CC=C1)([O-])=O